NC=1N=CC2=C(N1)N(C=C2)C=2C=C(C=CC2)C#CC(C)(O)C=2SC=CN2 4-(3-(2-amino-7H-pyrrolo[2,3-d]pyrimidin-7-yl)phenyl)-2-(thiazol-2-yl)but-3-yn-2-ol